gamma-glutamyl-2-aminobutyric acid N[C@@H](CCC(=O)O)C(=O)CCC(C(=O)O)N